BrC1=CC(=C(C#N)C=C1)CO 4-Bromo-2-(hydroxymethyl)benzonitrile